4-methyl-5-[3-methyl-7-[[1-(2-morpholinoethyl)pyrazol-4-yl]amino]imidazo[4,5-b]pyridin-5-yl]oxy-pyridine-2-carbonitrile CC1=CC(=NC=C1OC1=CC(=C2C(=N1)N(C=N2)C)NC=2C=NN(C2)CCN2CCOCC2)C#N